C(N)(=O)C1=C(C(=C(C=C1)C=1C(=CC(=C(C1)NC(=O)C1=CNC(C=C1C(F)(F)F)=O)N1C[C@H](N([C@H](C1)C)C)C)F)F)F N-[5-(4-carbamoyl-2,3-difluorophenyl)-4-fluoro-2-[(3R,5S)-3,4,5-trimethylpiperazin-1-yl]phenyl]-6-oxo-4-(trifluoromethyl)-1H-pyridine-3-carboxamide